8-[(1R)-1-Aminoethyl]-3,6-dimethyl-2-(1-methylindazol-3-yl)chromen-4-one N[C@H](C)C=1C=C(C=C2C(C(=C(OC12)C1=NN(C2=CC=CC=C12)C)C)=O)C